ClC=1C(=C(C=CC1)C(C(=O)N1CC2=C(N=C(NC2=O)C2(CC2)C=2SC=C(C2)C(C)C)CC1)O)F 6-(2-(3-chloro-2-fluorophenyl)-2-hydroxyacetyl)-2-(1-(4-isopropylthiophen-2-yl)cyclopropyl)-5,6,7,8-tetrahydropyrido[4,3-d]pyrimidin-4(3H)-one